Tert-butyl (3R,4S)-4-(((7-((tert-butoxycarbonyl) (thiazol-4-ylmethyl) amino)-3-isopropylpyrazolo[1,5-a]pyrimidin-5-yl) amino) methyl)-3-hydroxypiperidine-1-carboxylate C(C)(C)(C)OC(=O)N(C1=CC(=NC=2N1N=CC2C(C)C)NC[C@H]2[C@H](CN(CC2)C(=O)OC(C)(C)C)O)CC=2N=CSC2